(4-fluorophenyl)(7-(4-fluorophenyl)-6-(phenylseleno)-3,4-dihydro-1,8-naphthyridin-1(2H)-yl)methanone (6-(2-oxoethyl)-4-phenylquinolin-2-yl)glycinate O=CCC=1C=C2C(=CC(=NC2=CC1)NCC(=O)O)C1=CC=CC=C1.FC1=CC=C(C=C1)C(=O)N1CCCC2=CC(=C(N=C12)C1=CC=C(C=C1)F)[Se]C1=CC=CC=C1